C(C)(C)(C)OC(=O)N1C[C@H](CC1)N(C(CN1N=C(C2=CC=CC=C12)C(N)=O)=O)CC(=O)NCC1=C(C(=CC=C1)Cl)F (S)-3-(2-(3-carbamoyl-1H-indazol-1-yl)-N-(2-((3-chloro-2-fluorobenzyl)amino)-2-oxoethyl)acetamido)pyrrolidine-1-carboxylic acid tert-butyl ester